O1[C@@H](CCC1)C(=O)Cl (S)-tetrahydrofuranoyl chloride